CNN([C@@H](C)C(=O)O)NC N,N-dimethylaminoalanine